(S)-tert-butyl-1-(4-(benzylthio)phenylamino)-1-oxo-3-phenylpropan-2-yl(ethyl)carbamate C(C)(C)(C)OC(N(CC)[C@H](C(=O)NC1=CC=C(C=C1)SCC1=CC=CC=C1)CC1=CC=CC=C1)=O